(2,2-difluoroethyl)-4-methoxy-pyrimidin-2-amine FC(CC=1C(=NC(=NC1)N)OC)F